2-{6-[(3R)-3-[(cyclopropylmethyl)amino]-3-methylpyrrolidin-1-yl]pyridazin-3-yl}-4-fluoro-5-(2-methyl-1,3-thiazol-5-yl)phenol C1(CC1)CN[C@]1(CN(CC1)C1=CC=C(N=N1)C1=C(C=C(C(=C1)F)C1=CN=C(S1)C)O)C